N-(8-(2,3-dichlorophenyl)-4-(dimethylamino)-7-fluoroquinolin-3-yl)chroman-4-carboxamide ClC1=C(C=CC=C1Cl)C=1C(=CC=C2C(=C(C=NC12)NC(=O)C1CCOC2=CC=CC=C12)N(C)C)F